7-(Iodomethyl)pentadecane ICC(CCCCCC)CCCCCCCC